ClC=1C=C(C=CC1F)NC(N(CC1=NN=C2N1CCCCC2)C2=CC=C(C=C2)OC)=O 3-(3-chloro-4-fluorophenyl)-1-(4-methoxyphenyl)1-((6,7,8,9-tetrahydro-5H-[1,2,4]triazolo[4,3-a]azepin-3-yl)methyl)urea